[Cl-].C(C)N1C=[NH+]C=C1 1-ethylimidazolium chloride salt